C1(CC1)C(CC(C(=O)OCC)=O)=O ethyl 4-cyclopropyl-2,4-dioxo-butyrate